FC=1C(=NC=CC1C1=C(C(=CC=C1)B1OC(C(O1)(C)C)(C)C)F)C1=CC(=C(C=O)C=C1)OC 4-(3-Fluoro-4-(2-fluoro-3-(4,4,5,5-tetramethyl-1,3,2-dioxaborolan-2-yl)-phenyl)-pyridin-2-yl)-2-methoxybenzaldehyde